FC(C1=CC=C(C=C1)NC(N)=S)(F)F 3-(4-trifluoromethylphenyl)thiourea